N-((S)-(7-((R*)-Cyclopropyl(4,4,4-trifluorobutanamido)methyl)imidazo[1,2-a]pyrimidin-2-yl)(4,4-difluorocyclohexyl)methyl)-1-(3,3,3-trifluoropropyl)-1H-pyrazole-4-carboxamide C1(CC1)[C@H](C1=NC=2N(C=C1)C=C(N2)[C@@H](NC(=O)C=2C=NN(C2)CCC(F)(F)F)C2CCC(CC2)(F)F)NC(CCC(F)(F)F)=O |o1:3|